CN1CCN(CC1)C1CCN(CC1)CC(=O)NCC=1C=CC=2NC3=CC=C(C=C3OC2C1)C(F)(F)F 2-(4-(4-Methylpiperazin-1-yl)piperidin-1-yl)-N-((7-(trifluoromethyl)-10H-phenoxazin-3-yl)methyl)acetamide